2-(2-fluoro-4-(trifluoromethyl)phenyl)-5-(trifluoromethyl)pyridine tert-butyl-2-[5-(1-methoxycarbonyl-2-methyl-propyl)isoxazol-3-yl]-2,7-diazaspiro[3.5]nonane-7-carboxylate C(C)(C)(C)OC(=O)N1CCC2(CN(C2)C2=NOC(=C2)C(C(C)C)C(=O)OC)CC1.FC1=C(C=CC(=C1)C(F)(F)F)C1=NC=C(C=C1)C(F)(F)F